5-(2-fluoro-6-methylphenyl)-3-(4-(4-(4-methylpiperazin-1-yl)piperidin-1-yl)phenyl)-1H-pyrazolo[4,3-c]pyridazin-6(5H)-one FC1=C(C(=CC=C1)C)N1N=C2C(=CC1=O)NN=C2C2=CC=C(C=C2)N2CCC(CC2)N2CCN(CC2)C